NCC1=CC(=C(C(=C1)C)NC(=O)C1=CC2=C(OCCC3=C2SC=C3)C=C1C=1C(=NC(=CC1)C(N[C@H]1COCC1)=O)C(=O)O)C (R)-3-(9-((4-(aminomethyl)-2,6-dimethylphenyl)carbamoyl)-4,5-dihydrobenzo[b]thieno[2,3-d]oxepin-8-yl)-6-((tetrahydrofuran-3-yl)carbamoyl)picolinic acid